CC(C)[C@]1(C(=O)NC(=N1)C2=NC3=CC=CC=C3C=C2C(=O)[O-])C The molecule is a monocarboxylic acid anion resulting from the deprotonation of the carboxy group of (S)-imazaquin. It is a conjugate base of a (S)-imazaquin. It is an enantiomer of a (R)-imazaquin(1-).